C(C)C=1C=CC(=C(C1)S(=O)(=O)NC1=NOC2=C1C(=CC(=C2)CN2N=CC(=C2)CNC(OC)=O)OC)OCC(=O)N2CCOCC2 methyl ((1-((3-((5-ethyl-2-(2-morpholino-2-oxoethoxy)phenyl)sulfonamido)-4-methoxybenzo[d]isoxazol-6-yl)methyl)-1H-pyrazol-4-yl)methyl)carbamate